C1(=CC=CC=C1)C(C1=CNC2=CC=CC=C12)C1=CNC2=CC=CC=C12 3,3'-(phenylmethylidene)bis(1H-indole)